C(C)(C)(C)OC(=O)N1CCN(CC1)C=1C=NC(=CC1)NC=1N=CC2=C(N1)N(C(C(=C2C)Br)=O)C2CCCC2 4-[6-[(6-bromo-8-cyclopentyl-7,8-dihydro-5-methyl-7-oxopyrido[2,3-d]pyrimidin-2-yl)amino]pyridin-3-yl]piperazine-1-carboxylic acid tert-butyl ester